ClC1=C2C(=NNC2=CC=C1)N1CC2(CC2)C(C1)F 4-chloro-3-(7-fluoro-5-azaspiro[2.4]heptan-5-yl)-1H-indazole